tert-butyl (1'R,5'S)-1-((2,4-dimethylphenyl)sulfonyl)-8'-azaspiro[azetidine-3,3'-bicyclo[3.2.1]octane]-8'-carboxylate CC1=C(C=CC(=C1)C)S(=O)(=O)N1CC2(C[C@H]3CC[C@@H](C2)N3C(=O)OC(C)(C)C)C1